C(C)C(CC)NC=1C=C(C=2N(N1)C(=NN2)C(C)C)NCC2=CC=NC=C2 N6-(1-ethylpropyl)-3-isopropyl-N8-(4-pyridylmethyl)-[1,2,4]triazolo[4,3-b]pyridazine-6,8-diamine